ClC=1C=C(C=C(C1OC(C)C)Cl)C=1C=C2CC([C@H](C2=CC1F)NC(O[C@@H]1CN2CCC1CC2)=O)(C)C (S)-quinuclidin-3-yl ((R)-5-(3,5-dichloro-4-isopropoxyphenyl)-6-fluoro-2,2-dimethyl-2,3-dihydro-1H-inden-1-yl)carbamate